4-chloro-2-[1-[(2,4-dimethoxyphenyl)methylamino]-4-methylphthalazin-6-yl]benzonitrile ClC1=CC(=C(C#N)C=C1)C=1C=C2C(=NN=C(C2=CC1)NCC1=C(C=C(C=C1)OC)OC)C